4-(4-((1-(tetrahydro-2H-pyran-4-yl)piperidin-4-yl)amino)-1-(2,2,2-trifluoroethyl)-1H-indol-2-yl)benzaldehyde O1CCC(CC1)N1CCC(CC1)NC1=C2C=C(N(C2=CC=C1)CC(F)(F)F)C1=CC=C(C=O)C=C1